CC(C=CCCCCCCCCCCCC)=O hexadeceneOne